C1(CCCC1)C1=NC=CC=N1 CYCLOPENTYLPYRIMIDINE